isononacosyl-amine C(CCCCCCCCCCCCCCCCCCCCCCCCCC(C)C)N